2-amino-9-((2R,3S,4R,5R)-4-fluoro-3-hydroxy-5-((S)-1-hydroxypropyl)tetrahydrofuran-2-yl)-7-(prop-2-yn-1-yl)-7,9-dihydro-8H-purin-8-one NC1=NC=C2N(C(N(C2=N1)[C@@H]1O[C@@H]([C@@H]([C@H]1O)F)[C@H](CC)O)=O)CC#C